N2-(6-(2,6-dimethylmorpholino)-2-methylpyridin-3-yl)bicyclo[2.2.2]octane-2,5-diamine CC1OC(CN(C1)C1=CC=C(C(=N1)C)NC1C2CC(C(C1)CC2)N)C